5-(4-((1-(4-((1R,2S)-6-hydroxy-2-phenyl-1,2,3,4-tetrahydronaphthalen-1-yl)phenyl)piperidin-4-yl)methyl)piperazin-1-yl)-1-oxoisoindolin OC=1C=C2CC[C@@H]([C@@H](C2=CC1)C1=CC=C(C=C1)N1CCC(CC1)CN1CCN(CC1)C=1C=C2CNC(C2=CC1)=O)C1=CC=CC=C1